ClC1=C(C=C(C=C1)N1N=C(N=N1)[C@H]1[C@@H](C1)F)NC(=O)C=1C=NN2C1C=C(C=C2)C=2C(=NN(C2)CC2(CCOCC2)O)C N-(2-chloro-5-(5-((1S,2R)-2-fluorocyclopropyl)-2H-tetrazol-2-yl)phenyl)-5-(1-((4-hydroxytetrahydro-2H-pyran-4-yl)methyl)-3-methyl-1H-pyrazol-4-yl)pyrazolo[1,5-a]pyridine-3-carboxamide